C(C)(C)(C)OC(=O)N1CC=2C=CC(=NC2CC1)OCC=1C(=NOC1C)C1=CC=C(C=C1)F 2-((3-(4-fluorophenyl)-5-methylisoxazol-4-yl)methoxy)-7,8-dihydro-1,6-naphthyridine-6(5H)-carboxylic acid tert-butyl ester